COCCN1CC(C1)(C1=C(C=CC=C1)C(C)C)C(NC=1C=NC(=CC1OC)Cl)=O 2-Methoxyethyl-3-((6-chloro-4-methoxypyridin-3-yl)carbamoyl)-3-(2-isopropylphenyl)azetidine